4-((4-Bromophenyl)sulfonyl)morpholine BrC1=CC=C(C=C1)S(=O)(=O)N1CCOCC1